FC(C=1C=C(C=CC1)C1=CC(=CC=C1)C(F)(F)F)(F)F 3,3'-bis(trifluoromethyl)-(1,1-biphenyl)